FC1(C(=C1C1=CC=CC=C1)C1=CC=CC=C1)F 3,3-difluoro-1,2-diphenylcyclopropene